tert-butyl ((1R,2S)-2-(5-bromothiophen-3-yl)cyclopropyl)carbamate BrC1=CC(=CS1)[C@H]1[C@@H](C1)NC(OC(C)(C)C)=O